FC1=C(NC(C2=CC=C(C=C2)C2=NOC(=N2)C(F)(F)F)=O)C=CC=C1 2'-fluoro-4-[5-(trifluoromethyl)-1,2,4-oxadiazol-3-yl]benzanilide